tert-butyl ((dimethylamino)(6-hydrazineylpyridin-3-yl)(oxo)-λ6-sulfaneylidene)carbamate CN(C)S(=O)(C=1C=NC(=CC1)NN)=NC(OC(C)(C)C)=O